divinyl-butanediol diphosphate P(O)(=O)(OP(=O)(O)O)OC(C(CC)C=C)(O)C=C